BrC1=CC=C2C=C(N(C2=C1)C)NCC1CC1 6-bromo-N-(cyclopropylmethyl)-1-methyl-1H-indol-2-amine